BrC1=CC=C(CNS(=O)(=O)C2=CC=C(C=C2)C)C=C1 N-(4-bromobenzyl)-4-methylbenzenesulfonamide